tetraethyleneglycol methyl-phosphonate CP(O)(O)=O.C(COCCOCCOCCO)O